(R)-4-amino-N-methyl-N-(3-(trifluoromethyl)-6,7-dihydro-5H-cyclopenta[c]pyridin-7-yl)-imidazo[1,5-a]quinoxaline-8-carboxamide NC=1C=2N(C3=CC(=CC=C3N1)C(=O)N([C@@H]1CCC3=C1C=NC(=C3)C(F)(F)F)C)C=NC2